carboxyl-amide C(=O)(O)[NH-]